ClC1=CC=C(C=C1)C1=CC(=NC(=N1)C=1C=NN(C1)C)C(=O)N[C@@H](C)C1=C(C=C(C=C1)C(C)N)F (S)-6-(4-chlorophenyl)-N-(1-(4-(1-aminoethyl)-2-fluorophenyl)ethyl)-2-(1-methyl-1H-pyrazol-4-yl)pyrimidine-4-carboxamide